(S)-2-chloro-N,N-dimethyl-4-(1-(piperidin-4-yl)pyrrolidin-3-yloxy)benzamide hydrochloride Cl.ClC1=C(C(=O)N(C)C)C=CC(=C1)O[C@@H]1CN(CC1)C1CCNCC1